N1C=CN=C2C1=CC=N2 azolopyrazine